C(C)OC(=O)C1=CC(=CC(=C1)C(=O)OCC)C(=O)OCC 1,3,5-benzenetricarboxylic acid triethyl ester